4-(methylsulfonyl)-3,4-dihydro-2H-benzo[b][1,4]oxazine-6-carboxylic acid CS(=O)(=O)N1C2=C(OCC1)C=CC(=C2)C(=O)O